ClC[C@@H]1CN(C=2C=C(C3=C(C12)C=CC=C3)O)C(CCCCCC(=O)O)=O (S)-7-(1-(chloromethyl)-5-hydroxy-1,2-dihydro-3H-benzo[e]indol-3-yl)-7-oxoheptanoic acid